N(=[N+]=[N-])CCCCC(CO)O 6-azido-1,2-hexanediol